tert-butyl 3-(6-(2-(methoxymethoxy)-4-(4,4,5,5-tetramethyl-1,3,2-dioxaborolan-2-yl)phenyl)pyridazin-3-yl)azetidine-1-carboxylate COCOC1=C(C=CC(=C1)B1OC(C(O1)(C)C)(C)C)C1=CC=C(N=N1)C1CN(C1)C(=O)OC(C)(C)C